6-(6-(allyloxy)-2,3-dichlorophenyl)-3-(4-isopropylpiperazin-1-yl)-6,7-dihydro-5H-pyrrolo[1,2-a]imidazole C(C=C)OC1=CC=C(C(=C1C1CC=2N(C(=CN2)N2CCN(CC2)C(C)C)C1)Cl)Cl